3-amino-2-maleimidopropanamide NCC(C(=O)N)N1C(C=CC1=O)=O